3-chloro-8-(4-methoxybenzyl)pyrrolo[2,3,4-de]phthalazin-7(8H)-one ClC=1N=NC2=C3C(=CC=CC13)C(N2CC2=CC=C(C=C2)OC)=O